7-hydroxycoumarin ethyl-6-[2-[(1-methylpiperidine-4-carbonyl)amino]thiazol-5-yl]isoquinoline-3-carboxylate C(C)OC(=O)C=1N=CC2=CC=C(C=C2C1)C1=CN=C(S1)NC(=O)C1CCN(CC1)C.OC1=CC=C2C=CC(OC2=C1)=O